BrC=1C(=CC(=C(C#N)C1)F)Cl 5-bromo-4-chloro-2-fluoro-benzonitrile